OC1(CC(C1)C(=O)N1CC2(C1)CCC(CC2)C2=NN(C=C2)C2=CC=CC=C2)C ((1s,3s)-3-Hydroxy-3-methylcyclobutyl)(7-(1-phenyl-1H-pyrazol-3-yl)-2-azaspiro[3.5]nonan-2-yl)methanon